C(C1=CC=CC=C1)N1CCN(CC1)CC#CC1=CC=CC(=N1)C=NO 6-(3-(4-benzylpiperazin-1-yl)prop-1-yn-1-yl)pyridinealdoxime